ClC1=C(N=C2C=C(C(=NC2=C1N[C@H](CC)C1=C(C(=CC=C1)F)F)C=1C=CC(=NC1)P(C)(C)=O)F)C (R)-(5-(7-chloro-8-((1-(2,3-difluorophenyl)propyl)amino)-3-fluoro-6-methyl-1,5-naphthyridin-2-yl)pyridin-2-yl)dimethylphosphine oxide